methyl 8-bromo-2-((2,4-dimethoxybenzyl)amino)quinoline-4-carboxylate BrC=1C=CC=C2C(=CC(=NC12)NCC1=C(C=C(C=C1)OC)OC)C(=O)OC